C(#N)[C@H](CC1=C(C=C(C=C1)C=1C=CC2=C(N(C(O2)=O)C)C1)F)NC(=O)[C@H]1OC[C@@H](CNC1)O (2S,6R)-N-((S)-1-cyano-2-(2-fluoro-4-(3-methyl-2-oxo-2,3-dihydrobenzo[d]oxazol-5-yl)phenyl)ethyl)-6-hydroxy-1,4-oxazepan-2-carboxamide